C(C)(C)(C)OC(=O)N(C=1C=2N(N=C(C1)SC1CCN(CC1)C(=O)OC(C)(C)C)C(=CN2)C(C)C)CC2=C(C=C(C=C2)F)F tert-butyl 4-((8-((tert-butoxycarbonyl)(2,4-difluorobenzyl)amino)-3-isopropylimidazo[1,2-b]pyridazin-6-yl)thio)piperidine-1-carboxylate